OCCC(NC)(C(=O)O)CCO bis-(2-hydroxyethyl)methylglycine